C(CC(C)C)C1(C(=C(C=C(C1)CCC(C)C)CCC(C)C)C1=CC=CC=C1)P 2,4,6-triisopentyl-biphenyl-2-yl-phosphine